5-(2-(5-chloropyridin-2-yl)ethoxy)-1,3,4-thiadiazol-2-amine ClC=1C=CC(=NC1)CCOC1=NN=C(S1)N